Br.ClC=1C=CC(=C(C1)C1=CC(=NC=N1)O)N1N=NC(=C1)[Si](C)(C)C 6-{5-chloro-2-[4-(trimethylsilyl)-1H-1,2,3-triazol-1-yl]Phenyl}pyrimidin-4-ol hydrobromide